C(C)(C)(C)OC(=O)N1C(CC(CC1)O)C=1C=NC(=CC1)C#N (6-cyanopyridin-3-yl)-4-hydroxypiperidine-1-carboxylic acid tert-butyl ester